N-(3-fluorophenyl)-4-hydroxy-1-isobutyl-5-(4-methylpiperazin-1-yl)-2-oxo-1,2-dihydroquinoline-3-carboxamide hydrochloride Cl.FC=1C=C(C=CC1)NC(=O)C=1C(N(C2=CC=CC(=C2C1O)N1CCN(CC1)C)CC(C)C)=O